ClC=1C=C(C=CC1)N1C(\C(\CC1=O)=C\C1=C(OCC2=CC=C(C=C2)C2=NC=C(C(=O)O)C=C2)C=CC=C1)=O (E)-6-(4-((2-((1-(3-chlorophenyl)-2,5-dioxopyrrolidin-3-ylidene)methyl)phenoxy)methyl)phenyl)nicotinic acid